methyl 9-((3-((1-(3-((3-((3-chloro-5-(trifluoromethyl) phenyl) carbamoyl)-2-methylphenyl) ethynyl) imidazo[1,2-b]pyridazin-6-yl) piperidin-4-yl) oxy) propyl) amino)-9-oxononanoate ClC=1C=C(C=C(C1)C(F)(F)F)NC(=O)C=1C(=C(C=CC1)C#CC1=CN=C2N1N=C(C=C2)N2CCC(CC2)OCCCNC(CCCCCCCC(=O)OC)=O)C